cyclopentyl-(diphenyl)phosphine palladium (II) dichloride [Pd](Cl)Cl.C1(CCCC1)P(C1=CC=CC=C1)C1=CC=CC=C1